N[C@@H]1CN(CC1)CC1=CC=2C(=CN=C(C2C2=CC(=C(C#N)C=C2)F)C2=CC(=C(C=C2)C)Cl)N1C (S)-4-(2-((3-aminopyrrolidin-1-yl)methyl)-5-(3-chloro-4-methylphenyl)-1-methyl-1H-pyrrolo[2,3-c]pyridin-4-yl)-2-fluorobenzonitrile